ClC=1C=CC(=C(C1)C1=NNC=C1C=1N=C2C=C(C=NC2=CC1)N1CCN(CC1)CCO)F 2-[4-[6-[3-(5-chloro-2-fluoro-phenyl)-1H-pyrazol-4-yl]-1,5-naphthyridin-3-yl]piperazin-1-yl]ethanol